3-methyl-3-nitro-1-(2-pyridyl)-1-butanol CC(CC(O)C1=NC=CC=C1)(C)[N+](=O)[O-]